iodopentacene IC1=CC=CC2=CC3=CC4=CC5=CC=CC=C5C=C4C=C3C=C12